C(C=C)OCC(C(=O)OCC(F)F)=C difluoroethyl α-allyloxymethylacrylate